1,1-bis(4-hydroxy-3-fluorophenyl)cyclododecaneN OC1=C(C=C(C=C1)C1(C=CCCCCCCCCC1)C1=CC(=C(C=C1)O)F)F